OC[C@H](C1=CC=CC=C1)NC1=CC(=NC=C1C1=NC(=NO1)N1CCOCC1)NC=1C=C2C(N(C(C2=CC1)=O)C)(C)C (S)-5-((4-((2-hydroxy-1-phenylethyl)amino)-5-(3-morpholino-1,2,4-oxadiazol-5-yl)pyridin-2-yl)amino)-2,3,3-trimethylisoindolin-1-one